C(=O)C(=O)OCC=1C=C(C=CC1)NC1(CC1)C(=O)NCC(=O)OC methyl 2-((1-((3-((formyl(formyloxy))methyl)phenyl)amino)cyclopropyl)formylamino)acetate